The molecule is a diterpenoid isolated from the aerial parts of Ajuga bracteosa. It has a role as an antifeedant and a plant metabolite. It is a furofuran, an acetate ester, a diterpenoid, a spiro-epoxide and a cyclic acetal. CCC(C)C(=O)O[C@H]1CC[C@@H]2[C@@]([C@@H](C[C@@H]([C@]2([C@@]13CO3)COC(=O)C)OC(=O)C)C)(C)[C@@H]4C[C@H]5CC(O[C@H]5O4)O